NC=1C=C(C[C@H](N)C(=O)O)C=CC1 3-aminophenylalanine